nitrogen imidazole N1C=NC=C1.[N]